ClC1=C2C=CN=C(C2=CC=C1Cl)NCCC1=CC(=NO1)C(=O)NO 5-(2-((5,6-dichloroisoquinolin-1-yl)amino)ethyl)-N-hydroxyisoxazole-3-carboxamide